butyl-4-cyclobutoxy-5-(3,4-dichlorophenyl)thieno[2,3-d]pyrimidine C(CCC)C=1N=C(C2=C(N1)SC=C2C2=CC(=C(C=C2)Cl)Cl)OC2CCC2